3-([1,1'-biphenyl]-3-yl)-5-(pyrrolidin-3-yl)-1H-pyrazole TFA salt OC(=O)C(F)(F)F.C1(=CC(=CC=C1)C1=NNC(=C1)C1CNCC1)C1=CC=CC=C1